acrylic methacrylic anhydride C(C(=C)C)(=O)OC(C=C)=O